1-(1-((1-(azetidin-3-ylmethyl)pyrrolidin-3-yl)methyl)piperidin-4-yl)-3-(4-phenoxyphenyl)-1H-pyrazolo(3,4-d)pyrimidin-4-amine N1CC(C1)CN1CC(CC1)CN1CCC(CC1)N1N=C(C=2C1=NC=NC2N)C2=CC=C(C=C2)OC2=CC=CC=C2